C(C=C)N1S(CC(C2=C1C=CC(=C2)Br)=O)(=O)=O 1-allyl-6-bromo-1H-2,1-benzothiazin-4(3H)-one 2,2-dioxide